C(C)(C)(C)C1=CC=2N(C=3C=CC=C4N(C=5C=C(C=CC5B(C34)C2C=C1)C(C)(C)C)C1=CC=CC=C1)C1=CC=CC=C1 3,11-di-tert-butyl-5,9-diphenyl-5,9-dihydro-5,9-diaza-13b-boranaphtho[3,2,1-de]anthracene